ClC1=C(C=C(C=C1)Cl)NN 2,5-dichlorophenylhydrazine